ClCC(=O)N1CC2(C1)CCN(CC2)C(=O)OC(C)(C)C Tert-butyl 2-(2-chloroacetyl)-2,7-diazaspiro[3.5]nonane-7-carboxylate